COC1=CC=C(C=N1)CN1C(C2=CC=C(C=C2C=N1)S(=O)(=O)C1=CC=CC2=C1N=C(S2)C)=O 2-((6-methoxypyridin-3-yl)methyl)-6-(2-methylbenzo[d]thiazol-4-ylsulfonyl)phthalazin-1(2H)-one